C(C)(=O)OCC1=CC=CC=C1 benzyl monoacetate